4-(2-guanidinoethyl)benzamide N(C(=N)N)CCC1=CC=C(C(=O)N)C=C1